3-(t-butyl)-N-propylaniline C(C)(C)(C)C=1C=C(NCCC)C=CC1